N-(1-cyanocyclopropyl)-2-[[(1R)-1-(3,6-dimethyl-2-methylsulfinyl-4-oxo-quinazolin-8-yl)ethyl]amino]-5-fluoro-benzamide C(#N)C1(CC1)NC(C1=C(C=CC(=C1)F)N[C@H](C)C=1C=C(C=C2C(N(C(=NC12)S(=O)C)C)=O)C)=O